FC1=C(C=C(C=C1)[N+](=O)[O-])CO (2-Fluoro-5-nitrophenyl)methanol